6-[3-(1-hydroxyethyl)-6-[5-[(6-methylpyridazin-3-yl)amino]benzimidazol-1-yl]-2-pyridyl]-6-azaspiro[3.4]octane-8-carbonitrile OC(C)C=1C(=NC(=CC1)N1C=NC2=C1C=CC(=C2)NC=2N=NC(=CC2)C)N2CC1(CCC1)C(C2)C#N